tert-butyl 3-[(4-chloro-1,3-benzothiazol-2-yl)carbamoyl]piperidine-1-carboxylate ClC1=CC=CC2=C1N=C(S2)NC(=O)C2CN(CCC2)C(=O)OC(C)(C)C